O1OOOOPP=CC=CC=CC=C1 pentaoxadiphosphacyclotetradecin